C(C)(C)(C)OC([C@@H](CC=1N=CC(=NC1)C(=O)O)[C@@H]1CN(CC1)C(=O)OC(C)(C)C)=O 5-[(2S)-3-tert-butoxy-2-[(3R)-1-tert-butoxycarbonylpyrrolidin-3-yl]-3-oxo-propyl]pyrazine-2-carboxylic acid